ClC=1C(=C(C=CC1)OB(O)O)OC (3-chloro-2-methoxyphenyl)boric acid